N-(2-((2-(dimethylamino)ethyl)(methyl)amino)-5-((4-(5-fluoro-1H-indol-3-yl)-5-(trifluoromethyl)pyrimidin-2-yl)amino)phenyl)acetamide CN(CCN(C1=C(C=C(C=C1)NC1=NC=C(C(=N1)C1=CNC2=CC=C(C=C12)F)C(F)(F)F)NC(C)=O)C)C